ClC1=NC=CC=C1[C@@H](C)N(C(O)=O)C1=C(C=NN1C)C1=NC=C(C=C1)NS(=O)(=O)C.OC1=C(C=C(C=C1)CCOC(C(=C)C)=O)N1N=C2C(=N1)C=CC=C2 2-[2-hydroxy-5-(2-methacryloyloxyethyl)phenyl]benzotriazole (R)-1-(2-chloropyridin-3-yl)ethyl-(1-methyl-4-(5-(methylsulfonamido)pyridin-2-yl)-1H-pyrazol-5-yl)carbamate